CNC=1C=2CNCC2C=CC1 N-Methylisoindolin-4-amine